(S)-3-(5-(4-((1-(4-(8-(tert-butyl)-3-hydroxy-6,7-dihydro-5H-benzo[7]annulen-9-yl)phenyl)piperidin-4-yl)methyl)piperazin-1-yl)-1-oxoisoindolin-2-yl)piperidine-2,6-dione C(C)(C)(C)C=1CCCC2=C(C1C1=CC=C(C=C1)N1CCC(CC1)CN1CCN(CC1)C=1C=C3CN(C(C3=CC1)=O)[C@@H]1C(NC(CC1)=O)=O)C=CC(=C2)O